CN1C=CC2=CC(=CC=C12)B1OC(C)(C)C(C)(C)O1 1-methyl-1H-indole-5-boronic acid pinacol ester